[Si](C)(C)(C(C)(C)C)O[C@H]1[C@@H]([C@@H](O[C@]1(CO)CO[Si](C)(C)C(C)(C)C)N1CN=CC(=C1)F)F 1-((2R,3S,4R,5R)-4-((tert-butyldimethylsilyl)oxy)-5-(((tert-butyldimethylsilyl)oxy)methyl)-3-fluoro-5-(hydroxymethyl)tetrahydrofuran-2-yl)-5-fluoropyrimidine